benzenesulfonyl-furoxan C1(=CC=CC=C1)S(=O)(=O)C1=[N+](ON=C1)[O-]